FC(C=1C=NC(=NC1)N1CCC=CC1)(F)F 1-(5-(trifluoromethyl)pyrimidin-2-yl)-1,2,3,6-tetrahydropyridine